1-(4-(5-(Chlorodifluoromethyl)-1,2,4-oxadiazol-3-yl)phenyl)-2-(p-tolylamino)ethan-1-on ClC(C1=NC(=NO1)C1=CC=C(C=C1)C(CNC1=CC=C(C=C1)C)=O)(F)F